C(C(C)C)C1=C(C(=O)O)C=CC=C1 2-isobutylbenzoic acid